OC(COP(=O)([O-])[O-])(O)O trihydroxyethylphosphate